O=C(CC1=C(C=CC=C1)CC(=O)O)C 2-(2-(2-oxopropyl)phenyl)acetic acid